(2S,4r)-N-(4-cyclopropyl-2-hydroxy-butyl)-1-[(2S)-2-(4-cyclopropyl-triazol-1-yl)-3,3-dimethyl-butyryl]-4-hydroxy-pyrrolidine-2-carboxamide C1(CC1)CCC(CNC(=O)[C@H]1N(C[C@@H](C1)O)C([C@H](C(C)(C)C)N1N=NC(=C1)C1CC1)=O)O